2-amino-2'-chloro-5-nitrobenzophenone oxime NC1=C(C(C2=C(C=CC=C2)Cl)=NO)C=C(C=C1)[N+](=O)[O-]